N-(3-(5-chloro-2-methoxyphenyl)-1-(1-(3-hydroxyazetidin-1-yl)-1-oxopropan-2-yl)-1H-pyrazol-4-yl)pyrazolo[1,5-a]pyrimidine-3-carboxamide ClC=1C=CC(=C(C1)C1=NN(C=C1NC(=O)C=1C=NN2C1N=CC=C2)C(C(=O)N2CC(C2)O)C)OC